(E)-4-((dimethylamino)methylene)isochromane-1,3-Dione CN(C)\C=C/1\C(OC(C2=CC=CC=C12)=O)=O